FC=C(C(=O)O)C mono-fluoro-methacrylic acid